CC=1CC(=C(CC1C)C)CCCCCCCCC 2,3,5-TRIMETHYL-6-NONYLCYCLOHEXA-2,5-DIENE